CC(C)(C)[S@](=O)N[C@H](C)C=1C(=NC=CC1)C (S)-2-methyl-N-((R)-1-(2-methylpyridin-3-yl)ethyl)propane-2-sulfinamide